FC=1C(=CC=2C3=C(NC(C2C1)=O)COCC3N(C(C(CC3=CC=CC=C3)O)=O)C)F N-(8,9-Difluoro-6-oxo-1,4,5,6-tetrahydro-2H-pyrano[3,4-c]isoquinolin-1-yl)-2-hydroxy-N-methyl-3-phenylpropanamide